N-Boc-2-aminonaphthalene C(=O)(OC(C)(C)C)NC1=CC2=CC=CC=C2C=C1